monomethoxy ether COOOC